4,5-diisocyanato-2-methyl-1,3-dithiane N(=C=O)C1SC(SCC1N=C=O)C